2-(2-(cyclopropanesulfonamido)-5-methylthiazol-4-yl)-N-(5-(6-ethoxypyrazin-2-yl)pyridin-2-yl)-2-methylpropanamide C1(CC1)S(=O)(=O)NC=1SC(=C(N1)C(C(=O)NC1=NC=C(C=C1)C1=NC(=CN=C1)OCC)(C)C)C